COCC(N)C=1C=C(C=C(C1)C(COC)[N+](=O)[O-])C=1C(=CC=CC1C1=CC=CC=C1)C1=CC=CC=C1 2-methoxy-1-(5-(2-methoxy-1-nitroethyl)-6'-phenyl-[1,1':2',1''-terphenyl]-3-yl)ethan-1-amine